S1C(=CC2=C1C=CC=C2)CC(=O)NC=2C=NN(C2)C2=NC=C(C=N2)[C@H]2CN(CCC2)C 2-(1-benzothiophen-2-yl)-N-(1-{5-[(3S)-1-methylpiperidin-3-yl]pyrimidin-2-yl}-1H-pyrazol-4-yl)acetamide